C(C1=CC=CC=C1)OC1CC(C1)C1=NC(=CC(=N1)N1CCC(CC1)NC(OC(C)(C)C)=O)Cl tert-butyl (1-(2-(3-(benzyloxy)cyclobutyl)-6-chloropyrimidin-4-yl)piperidin-4-yl)carbamate